5-(4-methoxybenzoyl)indolizine-7-carboxylic acid methyl ester COC(=O)C=1C=C(N2C=CC=C2C1)C(C1=CC=C(C=C1)OC)=O